B(O)(O)O.CC1=C(C=CC(=C1)C(=O)OC)CC(O)(C)C(C)(C)O 2-methyl-4-methoxycarbonyl-phenyl-pinacol borate